Benzyl ((2S)-1-((3aR,6aR)-5-(((S)-1-amino-1-oxo-3-(2-oxo-1,2-dihydroquinolin-3-yl)propan-2-yl)carbamoyl)hexahydro-4H-furo[3,2-b]pyrrol-4-yl)-3,3-dimethyl-1-oxobutan-2-yl)carbamate NC([C@H](CC=1C(NC2=CC=CC=C2C1)=O)NC(=O)C1C[C@@H]2[C@H](N1C([C@H](C(C)(C)C)NC(OCC1=CC=CC=C1)=O)=O)CCO2)=O